2-amino-6-chloronicotinonitrile NC1=C(C#N)C=CC(=N1)Cl